N'-(2-((2S,5R)-5-(5-((2,4-dimethoxybenzyl)amino)-7,9-difluoro-[1,2,4]triazolo[1,5-c]quinazolin-2-yl)-2-methylpiperidin-1-yl)-2-oxoacetyl)cyclopropanecarbohydrazide COC1=C(CNC2=NC=3C(=CC(=CC3C=3N2N=C(N3)[C@@H]3CC[C@@H](N(C3)C(C(=O)NNC(=O)C3CC3)=O)C)F)F)C=CC(=C1)OC